(6-(1-methyl-4-(trifluoromethyl)-1H-imidazol-2-yl)pyridin-3-yl)methanol CN1C(=NC(=C1)C(F)(F)F)C1=CC=C(C=N1)CO